ethyl 6-bromo-4-chloro-quinoline-3-carboxylate BrC=1C=C2C(=C(C=NC2=CC1)C(=O)OCC)Cl